(4-(5,6-dicyanopyrazin-2-yl)phenyl)boronic acid C(#N)C=1N=CC(=NC1C#N)C1=CC=C(C=C1)B(O)O